2'-chloro-N-(5-(5-cyanopicolinoyl)-5,6-dihydro-4H-pyrrolo[3,4-d]thiazol-2-yl)-5'-methoxy-6-methyl-[4,4'-bipyridine]-3-carboxamide ClC1=NC=C(C(=C1)C1=C(C=NC(=C1)C)C(=O)NC=1SC2=C(N1)CN(C2)C(C2=NC=C(C=C2)C#N)=O)OC